P(OC(C1=CC(=CC(=C1)OC)CN1C2=NC(=NC(=C2N=C1OC)N)OCCO)(C)C)([O-])=O (dimethyl 3-((6-amino-2-(2-hydroxyethoxy)-8-methoxy-9H-purin-9-yl) methyl)-5-methoxybenzyl) phosphonate